C1(CC1)C1=CC(=NO1)NC1=C(C(=NN1)C1=CC(=C(C=C1)NS(=O)(=O)C(F)F)O[C@@H](C)C1=CC=C(C=C1)F)C(=O)N (S)-5-((5-cyclopropylisoxazol-3-yl)amino)-3-(4-((difluoromethyl)sulfonamido)-3-(1-(4-fluorophenyl)ethoxy)phenyl)-1H-pyrazole-4-carboxamide